C(C)(C)(C)OC(=O)N1CCC(CC1)N1CCC(CC1)CC1=NC2=CC=CC=C2C(N1)=O 4-{4-[(4-oxo-3H-quinazolin-2-yl)methyl]piperidin-1-yl}piperidine-1-carboxylic acid tert-butyl ester